C1(=CC=CC=C1)NN=CC1=C(C=CC=C1Cl)Cl 2,6-dichlorobenzaldehyde phenylhydrazone